BrC1=CC=2SC3=CC=C(C=C3SC2C=C1)C1=CC=C(C2=CC=CC=C12)C1=CC=CC=C1 2-bromo-7-(4-phenylnaphthalen-1-yl)thianthrene